C(C)(C)(C)C1=CC=C(C=C1)C1=CC(=CC(=C1)F)N(C1=NC=2N(C3=CC(=CC=C13)Cl)C=NN2)C N-(4'-(tert-butyl)-5-fluoro-[1,1'-biphenyl]-3-yl)-8-chloro-N-methyl-[1,2,4]triazolo[4,3-a]quinazolin-5-amine